FC1=C(C=C(C=C1C)C1=C(C=C(C=C1C)OC)C)[C@H](CC(=O)O)NC([C@H](CC(C)C)N1N=C(C(=CC1=O)C)CCN1CC(C1)F)=O (S)-3-(4-fluoro-4'-methoxy-2',5,6'-trimethyl-[1,1'-biphenyl]-3-yl)-3-((S)-2-(3-(2-(3-fluoroazetidin-1-yl)ethyl)-4-methyl-6-oxopyridazine-1(6H)-yl)-4-methylpentanamido)propanoic acid